C(C)(C)(C)OC(=O)N(C1=NC=CC(=C1)C=1OC=C(N1)C(=O)O)CC(F)(F)F 2-(2-((tert-butoxycarbonyl)(2,2,2-trifluoroethyl)amino)pyridin-4-yl)oxazole-4-carboxylic acid